C1(=CC=CC=C1)C1N(C(OC1)=O)CC#C 4-phenyl-3-(prop-2-yn-1-yl)oxazolidin-2-one